3-((2S,3R)-3-((2-oxabicyclo[2.2.2]octan-4-yl)methoxy)-2-aminobutanamido)propanoate C12OCC(CC1)(CC2)CO[C@@H]([C@@H](C(=O)NCCC(=O)[O-])N)C